ClC1=CC2=C(N(C(N=C2N2[C@H](CN([C@@H](C2)C)C(C=C)=O)C)=O)C=2C(=NC=CC2C)C(C)C)N=C1C1=C(C=CC=C1)C (M)-6-Chloro-4-[(2S,5R)-2,5-dimethyl-4-prop-2-enoyl-piperazin-1-yl]-1-(2-isopropyl-4-methyl-3-pyridyl)-7-(o-tolyl)pyrido[2,3-d]pyrimidin-2-one